N4-((1s,4s)-4-(Azetidin-1-ylmethyl)cyclohexyl)-N2-(2-(1-(cyclopropylsulfonyl)-1H-pyrazol-4-yl)pyrimidin-4-yl)-5-(1-(2,2-difluoroethyl)-1H-pyrazol-3-yl)pyridine-2,4-diamine N1(CCC1)CC1CCC(CC1)NC1=CC(=NC=C1C1=NN(C=C1)CC(F)F)NC1=NC(=NC=C1)C=1C=NN(C1)S(=O)(=O)C1CC1